C(C)(C)(C)OC(=O)N1CC(C1)N1CCNCC1 3-piperazin-1-ylazetidine-1-carboxylic acid tert-butyl ester